N1CC(C1)C=1N(C2=NC(=NC(=C2N1)N1CCOCC1)N1N=C(C=C1)C1=CC=CC=C1)C 4-(8-(azetidin-3-yl)-9-methyl-2-(3-phenyl-1H-pyrazol-1-yl)-9H-purin-6-yl)morpholine